N-(3-(tert-butyl)isoxazol-5-yl)-2-(4-(5-(3-hydroxyazetidin-1-yl)-1H-benzo[d]-imidazol-1-yl)phenyl)acetamide styrene-diacrylate C(=CC1=CC=CC=C1)(C=CC(=O)O)C=CC(=O)O.C(C)(C)(C)C1=NOC(=C1)NC(CC1=CC=C(C=C1)N1C=NC2=C1C=CC(=C2)N2CC(C2)O)=O